1-Ethyl-5-methyl-6,7-dihydro-5H-pyrazolo[5,1-b][1,3]oxazine C(C)N1CC=C2OC(CCN21)C